(1S,2S)-2-((tert-butyldimethylsilyl)oxy)-N-((1-isopropyl-1H-pyrazol-5-yl)methyl)cyclohexan-1-amine [Si](C)(C)(C(C)(C)C)O[C@@H]1[C@H](CCCC1)NCC1=CC=NN1C(C)C